1-(hydrazinocarbonyl)-N-(pyridin-3-yl)pyrrolidine-2-carboxamide N(N)C(=O)N1C(CCC1)C(=O)NC=1C=NC=CC1